C(CCNC(C1=CC=C(C=C1)N[C@@H]1C[C@@H](N(C2=CC=CC=C12)C(CC)=O)C)=O)NC(C1=CC=C(C=C1)N[C@@H]1C[C@@H](N(C2=CC=CC=C12)C(CC)=O)C)=O |o1:12,14,37,39| N,N'-(Propane-1,3-diyl)bis(4-{[(2S*,4R*)-2-methyl-1-propionyl-1,2,3,4-tetrahydroquinolin-4-yl]amino}benzamide)